[Si](C)(C)(C(C)(C)C)OCC1N(CC(C1)N1CCCC2=CC(=CC(=C12)C1=C2C(=NC=C1)C=C(S2)CO)Cl)C(=O)OC(C)(C)C tert-butyl 2-(((tert-butyldimethylsilyl)oxy)methyl)-4-(6-chloro-8-(2-(hydroxymethyl)thieno[3,2-b]pyridin-7-yl)-3,4-dihydroquinolin-1(2H)-yl)pyrrolidine-1-carboxylate